Methyl 6-(2-hydroxypropan-2-yl)picolinate OC(C)(C)C1=CC=CC(=N1)C(=O)OC